4-((methyl-(phenyl)amino)methyl)-N-(2-oxo-2-phenylethyl)benzamide CN(C1=CC=CC=C1)CC1=CC=C(C(=O)NCC(C2=CC=CC=C2)=O)C=C1